C(C)(C)(C)C1=CC=C(C=C1)S(=O)(=O)NC=1N=NN(C1C)C1=C(C=CC(=C1)OC)OC 4-(tert-butyl)-N-(1-(2,5-dimethoxyphenyl)-5-methyl-1H-1,2,3-triazol-4-yl)benzenesulfonamide